C(C)(C)(C)C=1C=CC(=C(CC2N3CCC(C2N)CC3)C1)OC (5-tertiary butyl-2-methoxybenzyl)quinuclidine-3-amine